CN1N=CC=C1C=1C=NC=2CCN(CC2C1)C=1C(=CC=2N(N1)C=NN2)C 3-(2-methylpyrazol-3-yl)-6-(7-methyl-[1,2,4]triazolo[4,3-b]pyridazin-6-yl)-7,8-dihydro-5H-1,6-naphthyridine